1-[5-(2,9-Diazaspiro[5.5]undecane-2-carbonyl)-2-methoxy-phenyl]hexahydropyrimidine-2,4-dione C1N(CCCC12CCNCC2)C(=O)C=2C=CC(=C(C2)N2C(NC(CC2)=O)=O)OC